CC1CC2C(CC1CC1CC3C(CC1C)O3)O2 3,4-epoxy-6-methylcyclohexylmethyl-(3,4-epoxy-6-methylcyclohexane)